FC1=C(C(=O)O)C(=CC=C1)OCC=C(C)C 2-fluoro-6-((3-methylbut-2-en-1-yl)oxy)benzoic acid